N-[(2S,3R,4S)-2-[(2,2'-difluoro-5'-methyl-[1,1'-biphenyl]-3-yl)methyl]-4-fluoro-1-(oxetane-2-carbonyl)pyrrolidin-3-yl]cyclopropanesulfonamide FC1=C(C=CC=C1C[C@@H]1N(C[C@@H]([C@@H]1NS(=O)(=O)C1CC1)F)C(=O)C1OCC1)C1=C(C=CC(=C1)C)F